C1=CC=CC=2C3=CC=CC=C3C(C12)=C1C2=CC=CC=C2C=2C=CC=CC12 9,9'-bifluorenyl